C(C)(C)(C)OC(=O)N1CCC2(C[C@@H](C[C@H]2N[S@](=O)C(C)(C)C)O)CC1 (1R,3S)-1-((R)-1,1-dimethylethylsulfinylamino)-3-hydroxy-8-azaspiro[4.5]decane-8-carboxylic acid tert-butyl ester